C(C)(C)(C)OC(=O)N1CC2CCC(C1)N2C2=NC(=NC=1C(=C(C3=C(C21)COC3)Br)F)SCC.COC=3C=C(C=CC3)/C=C/CC (E)-4-(3-methoxyphenyl)but-3-ene tert-Butyl-8-(6-bromo-3-ethylsulfanyl-5-fluoro-7,9-dihydrofuro[3,4-f]quinazolin-1-yl)-3,8-diazabicyclo[3.2.1]octane-3-carboxylate